ClC1=CC=C(C=C1)C1=C(C(=NN1C1=C(C=C(C=C1)Cl)Cl)CNC(CNC12C[C@]3(C[C@](CC(C1)C3)(C2)C)C)=O)C N-((5-(4-chlorophenyl)-1-(2,4-dichlorophenyl)-4-methyl-1H-pyrazol-3-yl)methyl)-2-(((1r,3R,5S,7r)-3,5-dimethyladamantan-1-yl)amino)acetamide